O1CC[C@H](C2=CC=CC=C12)C(=O)Cl |r| (rac)-chroman-4-carboxylic acid chloride